ClC1=NC=C(C(=C1)C1=C(C=NC(=C1)C)C(=O)NC=1SC2=C(N1)CN(C2)C(C2=NC(=CC=C2F)C(F)(F)F)=O)OC 2'-chloro-N-(5-(3-fluoro-6-(trifluoromethyl)picolinoyl)-5,6-dihydro-4H-pyrrolo[3,4-d]thiazol-2-yl)-5'-methoxy-6-methyl-[4,4'-bipyridine]-3-carboxamide